C(C\C=C/C#CC=C)=O (3Z)-3,7-octadiene-5-ynal